O=C1NC(CCC1N1C(C2=CC=C(C=C2C1)C#CCOCCOCCOCCC(=O)OC(C)(C)C)=O)=O tertbutyl 3-(2-(2-((3-(2-(2,6-dioxopiperidin-3-yl)-1-oxoisoindolin-5-yl)prop-2-yn-1-yl)oxy)ethoxy)ethoxy)propanoate